ClC1=C(C=CC=C1Cl)N1N(C(=C(C1=O)NC(C1=CC=C(C=C1)OC(F)F)=O)C1=C(C=C(C=C1F)OC)F)C N-[2-(2,3-dichlorophenyl)-5-(2,6-difluoro-4-methoxyphenyl)-1-methyl-3-oxo-2,3-dihydro-1H-pyrazol-4-yl]-4-(difluoromethoxy)benzamide